R-cyano-4-hydroxycinnamic acid C(#N)C(C(=O)O)=CC1=CC=C(C=C1)O